C(#N)C=1C=C(C=CC1)C=1N=C(SC1C1=CC(=NC(=C1)C)C)NC(=O)N1CC(C1)N1CCCC1 N-[4-(3-cyanophenyl)-5-(2,6-dimethyl-4-pyridyl)thiazol-2-yl]-3-pyrrolidin-1-yl-azetidine-1-carboxamide